NCC=1C(=C(C=CC1)NC(OC(C)(C)C)=O)F tert-butyl N-[3-(amino methyl)-2-fluorophenyl]carbamate